FC1=C2C=CC=NC2=CC(=C1NC1=NC=NC2=CC(=CC(=C12)O[C@@H](CN(C)C)C)C=1C=NN(C1)C)F (R)-N-(5,7-difluoroquinolin-6-yl)-5-((1-(dimethylamino)propan-2-yl)oxy)-7-(1-methyl-1H-pyrazol-4-yl)quinazolin-4-amine